[5-[4-[2-fluoro-5-[(4-oxo-3H-phthalazin-1-yl)methyl]benzoyl]piperazin-1-yl]-5-oxo-pentyl]ammonium chloride [Cl-].FC1=C(C(=O)N2CCN(CC2)C(CCCC[NH3+])=O)C=C(C=C1)CC1=NNC(C2=CC=CC=C12)=O